5-chloro-1,3-benzodioxol ClC1=CC2=C(OCO2)C=C1